3-[5-(6-chloroquinoxalin-2-yl)-1-oxo-2,3-dihydro-1H-isoindol-2-yl]piperidine ClC=1C=C2N=CC(=NC2=CC1)C=1C=C2CN(C(C2=CC1)=O)C1CNCCC1